ethyl 4-[3-(trifluoromethyl)pyrazol-1-yl]cyclohexanecarboxylate FC(C1=NN(C=C1)C1CCC(CC1)C(=O)OCC)(F)F